[N+](=O)([O-])C1=CC=C(C(=O)O[C@@H]2C[C@H]3N(C4=C(N(C3)C3=CC=C(C=C3)C(F)(F)F)C=CC=N4)C2)C=C1 (6aR,8R)-5-(4-(trifluoromethyl)phenyl)-5,6,6a,7,8,9-hexahydropyrido[3,2-e]pyrrolo[1,2-a]pyrazin-8-yl 4-nitrobenzoate